IC=1C=C(OCCSC)C=CC1 (2-(3-iodophenoxy)ethyl)(methyl)sulfane